CN([C@@H]1[C@H](CC[C@@H](C1)C1=CC(=CC=C1)C(F)(F)F)NC(OC(C)(C)C)=O)C tert-butyl ((1S,2S,4S)-2-(dimethylamino)-4-(3-(trifluoromethyl)phenyl)cyclohexyl)carbamate